Cl.FC=1C=C(C=CC1OCC1CCNCC1)C1OC2=C(S1=O)C=CC=C2 3-fluoro-4-(piperidin-4-ylmethoxy)phenyl-2H-benzo[d][1,3]oxathiole-3-oxide hydrochloride